Cl.Cl.ClC=1C(=NC2=CC=C(C=C2C1)N1C(CCC1)CN)N1CCNCC1 [1-(3-chloro-2-piperazin-1-yl-6-quinolyl)pyrrolidin-2-yl]methanamine dihydrochloride